4-((8-(4-(trifluoromethyl)phenyl)pyrido[3,4-b]pyrazin-5-yl)amino)azepan-2-one FC(C1=CC=C(C=C1)C1=CN=C(C2=NC=CN=C21)NC2CC(NCCC2)=O)(F)F